O=C(OCC1=CC=CC=C1)COCCOCCOCCC(=O)O 3-oxo-1-phenyl-2,5,8,11-tetraoxatridecane-13-carboxylic acid